COC=1C(=C2C=CN(C2=C(C1)C)C(=O)OC(C)(C)C)CN1C(CN(CC1)S(=O)(=O)C)C1=CC=C(C=C1)C(=O)OC tert-butyl 5-methoxy-4-((2-(4-(methoxycarbonyl)phenyl)-4-(methylsulfonyl)piperazin-1-yl)methyl)-7-methyl-1H-indole-1-carboxylate